BrC1=CC=C(CN2CCN(CC2)C(CCC=2C(=NN(C2C)C=2C=CC=3N(N2)C(=NN3)C)C)=O)C=C1 1-(4-(4-bromobenzyl)piperazin-1-yl)-3-(3,5-dimethyl-1-(3-methyl-[1,2,4]triazolo[4,3-b]pyridazin-6-yl)-1H-pyrazol-4-yl)propan-1-one